FC(C=1C=CC(=NC1)C=O)F 5-(difluoromethyl)-2-pyridinecarboxaldehyde